C[Si](CCOCN1/C(/OC=C1)=N/CC(=O)O)(C)C (Z)-2-((3-((2-(trimethylsilyl)ethoxy)methyl)oxazol-2(3H)-ylidene)amino)acetic acid